ClC=1C=CC(=C(C1)S(=O)(=O)NC=1C=NC=2CCN(CC2C1)C(=O)NC1=CC=CC=C1)OC 3-((5-chloro-2-methoxyphenyl)sulfonamido)-N-phenyl-7,8-dihydro-1,6-naphthyridine-6(5H)-carboxamide